ClC1=CC(=C(C=C1)N1CCC2(CC1)CN(C1=CC(=CC=C12)F)C)[N+](=O)[O-] 1'-(4-chloro-2-nitrophenyl)-6-fluoro-1-methyl-1,2-dihydrospiro[indole-3,4'-piperidine]